C(C)(C)(C)OC(=O)N1[C@@H](CC(=C1)C)COC(C1=CC=CC=C1)=O (S)-2-((benzoyloxy)methyl)-4-methyl-2,3-dihydro-1H-pyrrole-1-carboxylic acid tert-butyl ester